((1'R,2'S)-5''-bromo-3'-methoxy-2'',6'-dimethyl-[1,1':2',1''-terphenyl]-2-yl)diphenylphosphane BrC=1C=CC(=C(C1)C=1C(=C(C=CC1OC)C)C1=C(C=CC=C1)P(C1=CC=CC=C1)C1=CC=CC=C1)C